4-((6-(4-(4-cyanophenyl)-5-hydroxy-3-methyl-1H-pyrazol-1-yl)pyridin-3-yl)carbamoyl)piperazine-1-carboxylate C(#N)C1=CC=C(C=C1)C=1C(=NN(C1O)C1=CC=C(C=N1)NC(=O)N1CCN(CC1)C(=O)[O-])C